Cl.Cl.[C@H]12CN(C[C@H](CC1)N2)C2=NC(=NC1=C(C(=C(C=C21)C)C2=CC(=CC1=CC=CC=C21)O)F)OCCCN(C)C 4-((S or R)-4-((1R,5S)-3,8-diazabicyclo[3.2.1]oct-3-yl)-2-(3-(dimethylamino)propoxy)-8-fluoro-6-methylquinazolin-7-yl)naphthalen-2-ol dihydrochloride